BrCC(=O)CCCCCNC(C=C)=O N-(5-bromoacetyl-pentyl)acrylamide